ClC1=CC(=C2C=CNC2=C1Cl)OC1CC(C1)O 3-[(6,7-Dichloro-1H-indol-4-yl)oxy]cyclobutanol